2-(butylamino)-5-hydroxy-6-((1R,5R)-3-methyl-5-(prop-1-en-2-yl)cyclopent-2-en-1-yl)-3-pentylcyclohexa-2,5-diene-1,4-dione C(CCC)NC=1C(C(=C(C(C1CCCCC)=O)O)[C@@H]1C=C(C[C@H]1C(=C)C)C)=O